(3-chloro-4-(trifluoro-methoxy)phenyl)(1-(trifluoromethyl)-1H-pyrazol-4-yl)methylamine hydrochloride Cl.ClC=1C=C(C=CC1OC(F)(F)F)NCC=1C=NN(C1)C(F)(F)F